ClCCCS(=O)(=O)N1CCC(CC1)NC(OC(C)(C)C)=O tert-butyl (1-((3-chloropropyl)sulfonyl)piperidin-4-yl)carbamate